The molecule is a pyrimidone that is thymine in which the hydrogen at position 6 is substituted by a 1,3-dihydroxyisobutyl group. It derives from a thymine. CC1=C(NC(=O)NC1=O)CC(CO)CO